C(C1=CC=CC=C1)N1CCN(CC1)C1=CC=C(C=C1)C1=NC=2C(=NC=C(C2NC2CCN(CC2)CC)Cl)N1 2-[4-(4-Benzylpiperazin-1-yl)phenyl]-6-chloro-N-(1-ethylpiperidin-4-yl)-3H-imidazo[4,5-b]pyridin-7-amine